((R)-2-((S)-2-((R)-2-amino-3-(1-trityl-1H-imidazol-4-yl)propanamido)-6-octanamidohexanamido)-3-(4-chlorophenyl)propanoyl)-D-tyrosine N[C@@H](C(=O)N[C@H](C(=O)N[C@@H](C(=O)N[C@H](CC1=CC=C(C=C1)O)C(=O)O)CC1=CC=C(C=C1)Cl)CCCCNC(CCCCCCC)=O)CC=1N=CN(C1)C(C1=CC=CC=C1)(C1=CC=CC=C1)C1=CC=CC=C1